C(C)(C)(C)OC(=O)N1C2=C(OCC1)C(=CC(=N2)C2=NC(=CC=C2)C)NC2=CC=NC=C2 6-(6-methylpyridin-2-yl)-8-[(pyridin-4-yl)amino]-2H,3H,4H-pyrido[3,2-b][1,4]Oxazine-4-carboxylic acid tert-butyl ester